4-[[(2S)-2-(2-azaspiro[3.3]heptan-6-yl)propyl]amino]-2-(2,6-dioxo-3-piperidyl)isoindoline-1,3-dione C1NCC12CC(C2)[C@@H](CNC2=C1C(N(C(C1=CC=C2)=O)C2C(NC(CC2)=O)=O)=O)C